(R)-2,5-Dimethoxy-4-trifluoromethylamphetamine COC1=C(C[C@H](N)C)C=C(C(=C1)C(F)(F)F)OC